Cl\C=C/C(F)(F)F (Z)-1-chloro-3,3,3-trifluoropropene